CN1C(N(C(C=2N(C=NC12)C)=O)CC1CCC(CC1)C(C(F)(F)F)(C)O)=O 3,7-dimethyl-1-[[4-(2,2,2-trifluoro-1-hydroxy-1-methyl-ethyl)cyclohexyl]methyl]purine-2,6-dione